(3R)-2'-[6-amino-5-(trifluoromethyl)pyridin-3-yl]-N-[1-(1-methyl-1H-pyrazol-5-yl)ethyl]-5',6'-dihydrospiro[pyrrolidine-3,4'-pyrrolo[1,2-b]pyrazole]-1-carboxamide NC1=C(C=C(C=N1)C=1C=C2N(N1)CC[C@]21CN(CC1)C(=O)NC(C)C1=CC=NN1C)C(F)(F)F